4-[3-(3-morpholinopropoxy)phenyl]indoline O1CCN(CC1)CCCOC=1C=C(C=CC1)C1=C2CCNC2=CC=C1